ClC=1C=CC(=C(C1)NC(CNC(C(=O)OC(C)(C)C)CC1CCC1)=O)N1N=NN=C1 tert-butyl 2-((2-((5-chloro-2-(1H-tetrazol-1-yl) phenyl) amino)-2-oxoethyl) amino)-3-cyclobutylpropionate